NC1=C2NC(N(C2=NC(=N1)S(=O)CC)CC1=CC=C(C=C1)C)=O 6-amino-2-ethylsulfinyl-9-(p-tolylmethyl)-7H-purin-8-one